C1=NC=CC2=CC(=CC=C12)C1=CN=C2N1C=CC(=C2)C2=CN(C(C=1CCNCC21)=O)C 4-(3-(isoquinolin-6-yl)imidazo[1,2-a]pyridin-7-yl)-2-methyl-5,6,7,8-tetrahydro-2,6-naphthyridin-1(2H)-one